Triglyceryl diisostearate CC(C)CCCCCCCCCCCCCCC(=O)OCC(COCC(COCC(COC(=O)CCCCCCCCCCCCCCC(C)C)O)O)O